Tert-Butyl (2-((4-acetylphenyl)amino)-6-((tert-butoxycarbonyl)(2,3-dihydro-1H-inden-2-yl)carbamoyl)pyridin-4-yl)(tert-butoxycarbonyl)carbamate C(C)(=O)C1=CC=C(C=C1)NC1=NC(=CC(=C1)N(C(OC(C)(C)C)=O)C(=O)OC(C)(C)C)C(N(C1CC2=CC=CC=C2C1)C(=O)OC(C)(C)C)=O